ClCC=1C(=CC2=CC=CC=C2C1)C(=O)Cl 3-(chloromethyl)-2-naphthoyl chloride